(2S,5R,6R)-5-Azido-6-[(1R,2S,3R,4R,5S,6R)-2,4-Bis(Benzyloxycarbonylamino)-3,5,6-Trihydroxy-Cyclohexoxy[Tetrahydropyran-2-Yl]Ethyl]-N-Benzyl-Carbamate N(=[N+]=[N-])C=1C=CC=C(CNC([O-])=O)C1C[C@@H]([C@H]1OCCCC1)O[C@@H]1C([C@@H]([C@H]([C@@H]([C@H]1O)O)NC(=O)OCC1=CC=CC=C1)O)NC(=O)OCC1=CC=CC=C1